NC1CCCCC(=O)NCCCCCC1 ε-aminolaurolactam